C(C1=CC=CC=C1)OC(=O)N1CCC(=CC1)C1=CC(=C2CN(CC2=C1)C(=O)OC(C)(C)C)N1CCCC2=CC(=C(C=C12)C(F)F)C=1C=NN(C1)C tert-butyl 6-(1-((benzyloxy)carbonyl)-1,2,3,6-tetrahydropyridin-4-yl)-4-(7-(difluoromethyl)-6-(1-methyl-1H-pyrazol-4-yl)-3,4-dihydroquinolin-1(2H)-yl)isoindoline-2-carboxylate